C(C)(C)(C)C1=CC=C(C=C1)N(C(=O)[C@@H]1N([C@@H](CC1)C)C(=O)OC(C)(C)C)C(C(=O)NC1CCCCC1)C=1C=NC=CC1 Tert-butyl (2R,5R)-2-[(4-tert-butylphenyl)-[2-(cyclohexylamino)-2-oxo-1-(3-pyridyl)ethyl]carbamoyl]-5-methyl-pyrrolidine-1-carboxylate